(1R)-1-[5-(5-Fluoro-2-methoxyphenyl)-1,2,4-oxadiazol-3-yl]-6-azaspiro[2.5]octan-6-sulfonamid FC=1C=CC(=C(C1)C1=NC(=NO1)[C@@H]1CC12CCN(CC2)S(=O)(=O)N)OC